(R)-6-(3-(Dimethylamino)pyrrolidin-1-yl)-5-nitro-2-(2,2,2-trifluoroethoxy)pyridine CN([C@H]1CN(CC1)C1=C(C=CC(=N1)OCC(F)(F)F)[N+](=O)[O-])C